5-(4-fluorophenyl)-2-methyl-pyrazole-3-carboxylic acid FC1=CC=C(C=C1)C=1C=C(N(N1)C)C(=O)O